C(C)(C)C1=C(N=C(N1)CC1=C(C=CC=C1F)F)C=C1C(NCC(N1)=O)=O (5-isopropyl-1-(2,6-difluorobenzylimidazol-4-yl)methylene)piperazine-2,5-dione